titanium squalene CC(C)=CCC\C(\C)=C\CC\C(\C)=C\CC\C=C(/C)\CC\C=C(/C)\CCC=C(C)C.[Ti]